C(C)(=O)C1=C(C2=C(N=C(N=C2)NC2=NC=C(C=C2)N2CCC(CC2)C(C2=CC=C(C=C2)CCl)=O)N(C1=O)C1CCCC1)C 6-acetyl-2-((5-(4-(4-(chloromethyl)benzoyl)piperidin-1-yl)pyridin-2-yl)amino)-8-cyclopentyl-5-methylpyrido[2,3-d]pyrimidin-7(8H)-one